FC(C1=CC(=NC=N1)C=1C=C2C(=NC1)NC=C2)(F)F 5-[6-(trifluoromethyl)pyrimidin-4-yl]-1H-pyrrolo[2,3-b]pyridine